S1C(=NC2=C1C=CC=C2)C2=CC(=C(C=C2)O)C 4-(Benzothiazol-2-yl)-2-methylphenol